ClC1=NC=CC(=N1)NC1=NNC(=C1)C1CCC1 2-Chloro-N-(5-cyclobutyl-1H-pyrazol-3-yl)pyrimidin-4-amine